N-methylleucine CN[C@@H](CC(C)C)C(=O)O